N-(3-(3-(1H-imidazol-1-yl)quinoxaline-6-carbonyl)phenyl)-4-chloro-3-(trifluoromethyl)benzamide N1(C=NC=C1)C=1C=NC2=CC=C(C=C2N1)C(=O)C=1C=C(C=CC1)NC(C1=CC(=C(C=C1)Cl)C(F)(F)F)=O